(4-(5,5-difluoro-2-((methyl-(2-(methylamino)ethyl)-amino)methyl)-5,6-dihydro-4H-pyrrolo[1,2-b]pyrazol-3-yl)-1-(methoxymethyl)-cyclohexyl)methanol FC1(CC=2N(N=C(C2C2CCC(CC2)(COC)CO)CN(CCNC)C)C1)F